6-bromo-5-methyl-3,4-dihydronaphthalen-2(1H)-one BrC=1C(=C2CCC(CC2=CC1)=O)C